ClC1=NC=C(C(=O)O)C(=C1)NC1=C(C=C(C=C1)F)C 6-chloro-4-((4-fluoro-2-meth-ylphenyl)-amino)nicotinic acid